C(C1=CC=CC=C1)(C1=CC=CC=C1)N1[C@@H]2CN[C@H](C1)C2 (1S,4S)-2-benzhydryl-2,5-diazabicyclo[2.2.1]heptane